phenyl [(4-fluorophenyl)methyl] disulfide FC1=CC=C(C=C1)CSSC1=CC=CC=C1